O(C1=CC=CC=C1)CC(=O)NC=1N=C(C=2N=CN([C@H]3[C@H](O)[C@H](O)[C@@H](CO)O3)C2N1)OCCC#N 2-N-(phenoxyacetyl)-6-O-(cyanoethyl)guanosine